ethyl 2-(3-(5-(2,4-difluorophenyl)thiazole-2-carboxamido)azetidin-3-yl)acetate FC1=C(C=CC(=C1)F)C1=CN=C(S1)C(=O)NC1(CNC1)CC(=O)OCC